C1(CC1)C1=NNC(=C1)NC1=CC2=C(C(=NO2)NS(=O)(=O)C2=C(C=C(C=C2OC)CN2CC(C2)C)OC)C=C1OC N-{6-[(3-cyclopropyl-1H-pyrazol-5-yl)amino]-5-methoxy-1,2-benzoxazol-3-yl}-2,6-dimethoxy-4-[(3-methylazetidin-1-yl)methyl]benzene-1-sulfonamide